4,4'-tetramethylenedibenzoic anhydride C1(C2=CC=C(C=C2)CCCCC2=CC=C(C(=O)O1)C=C2)=O